C[Si](C(C(C(=O)O)C1=CC=CC=C1)C1=CC=CC=C1)(C1=CC=CC=C1)C 3-(dimethyl-(phenyl)silyl)-2,3-diphenyl-propionic acid